C(CC)OC(C)OCCC1=CC=CC=C1 [2-(1-propoxyethoxy)ethyl]-benzene